C(C1=CC=CC=C1)OC(=O)C1=CC=C2C=CC(=NC2=C1)I 2-iodoquinoline-7-carboxylic acid benzyl ester